tert-butyl (S)-2-(6-(3-methyl-1H-pyrrolo[2,3-b]pyridin-5-yl)-2-(5-methylpicolinoyl)-1,2,3,4-tetrahydroisoquinolin-8-yl)pyrrolidine-1-carboxylate CC1=CNC2=NC=C(C=C21)C=2C=C1CCN(CC1=C(C2)[C@H]2N(CCC2)C(=O)OC(C)(C)C)C(C2=NC=C(C=C2)C)=O